1-(6-(((1S,3S)-3-((3H-Imidazo[4,5-b]pyridin-2-yl)amino)cyclopentyl)amino)pyridin-3-yl)imidazolidine-2,4-dione N1=C(NC2=NC=CC=C21)N[C@@H]2C[C@H](CC2)NC2=CC=C(C=N2)N2C(NC(C2)=O)=O